Cl.N1=C(NCCC1)C(C)C 2-(3,4,5,6-tetrahydropyrimidin-2-yl)propane hydrochloride